N-[5-[4-[[5-(3,8-diazabicyclo[3.2.1]octan-3-yl)pyrimidin-2-yl]amino]cyclohexoxy]-7-morpholino-1,6-naphthyridin-3-yl]methanesulfonamide C12CN(CC(CC1)N2)C=2C=NC(=NC2)NC2CCC(CC2)OC2=C1C=C(C=NC1=CC(=N2)N2CCOCC2)NS(=O)(=O)C